[Sr].[Zn].[Al] aluminum-zinc-strontium